C1C(CC12CCC2)NC(NC(CCC(=O)N)C2=CC(=CC=C2)C(F)(F)F)=O 4-(3-Spiro[3.3]hept-2-yl-ureido)-4-(3-trifluoromethyl-phenyl)-butyramide